C(C)(=O)O[C@@H]([C@H]1[C@@H]([C@H](CC(C([O-])=O)(O)O1)O)NC(C)=O)[C@H](O)CO 7-O-acetyl-N-acetylneuraminate